4,4'-diamino-2,2'-disulfonyl-biphenyl NC1=CC(C(C=C1)=C1C(C=C(C=C1)N)=S(=O)=O)=S(=O)=O